CC1(C2=CC=CC=C2C=2C=CC(=CC12)NC1=CC=C(C=C1)C1=CC=C(C=C1)NC1=CC=2C(C3=CC=CC=C3C2C=C1)(C)C)C N4,N4'-bis(9,9-dimethyl-9H-fluoren-2-yl)-[1,1'-biphenyl]-4,4'-diamine